C1CCC12CN(CC2)CC2=CC(=C1CN(C(C1=C2)=O)C2=NC(=CC(=C2)C2=CC(=NC=C2C2=NN=CN2C)C)Cl)C(F)(F)F 6-{6-azaspiro[3.4]octan-6-ylmethyl}-2-[6-chloro-2'-methyl-5'-(4-methyl-1,2,4-triazol-3-yl)-[4,4'-bipyridin]-2-yl]-4-(trifluoromethyl)-3H-isoindol-1-one